C(C)(C)(C)C=1C(=C(C=CC1C1=CC=CC=C1)O)C(C)(C)C di-tert-butyl-p-phenylphenol